NC1=CC=C(C(=O)N[C@H](C(=O)OC)CCCNC(=O)OC(C)(C)C)C=C1 Methyl (S)-2-(4-aminobenzamido)-5-((tert-butoxycarbonyl)amino)pentanoate